C1(CC1)C1=NC=NC(=C1C1=NN2C=NC=C(C2=N1)CC1=CC=C(C=C1)C=1N(C=C(N1)C(F)(F)F)C)OC (4-cyclopropyl-6-methoxypyrimidin-5-yl)-8-(4-(1-methyl-4-(trifluoromethyl)-1H-imidazol-2-yl)benzyl)-[1,2,4]triazolo[1,5-c]pyrimidine